(R)-3-(1-(6-(2-((1-(2,2-Difluoroethyl)-3-methyl-1H-pyrazol-4-yl)amino)pyrimidin-4-yl)pyridin-2-yl)-1H-1,2,3-triazol-4-yl)-3-hydroxy-1-methylpyrrolidin-2-one FC(CN1N=C(C(=C1)NC1=NC=CC(=N1)C1=CC=CC(=N1)N1N=NC(=C1)[C@]1(C(N(CC1)C)=O)O)C)F